N-((S)-2,3-dihydrobenzofuran-3-yl)-5-((S)-2-(4-fluorophenethyl)-3-(5-methyl-1,3,4-oxadiazol-2-yl)-5-oxo-7,8,9,9a-tetrahydro-5H-pyrido[2,3-a]pyrrolizin-4-yl)thiophene-2-carboxamide O1C[C@H](C2=C1C=CC=C2)NC(=O)C=2SC(=CC2)C2=C(C(=NC1=C2C(N2CCC[C@@H]12)=O)CCC1=CC=C(C=C1)F)C=1OC(=NN1)C